FC=1C=C2C(=CNC(C2=CC1F)=O)[C@H](C)N(C(=O)NC1=CC=C(C=C1)F)CCCO (S)-1-(1-(6,7-difluoro-1-oxo-1,2-dihydroisoquinolin-4-yl)ethyl)-3-(4-fluorophenyl)-1-(3-hydroxypropyl)urea